3,3-Dimethylindoline-1,2-dicarboxylic acid 1-tert-butyl 2-ethyl ester CCOC(=O)C1N(C2=CC=CC=C2C1(C)C)C(=O)OC(C)(C)C